C1(CC1)C1=C(C(=NO1)C1=C(C=CC=C1)OC(F)(F)F)COC1C2CN(C(C1)C2)C(=O)[O-] 5-((5-cyclopropyl-3-(2-(trifluoromethoxy) phenyl)isoxazol-4-yl)methoxy)-2-azabicyclo[2.2.1]heptane-2-formate